C(CCCC)C1=C2C3C(COC2=CC=C1)CCC(C3)=O pentyl-7,8,10,10a-tetrahydro-6aH-benzo[c]chromen-9-one